C(=C)S(=O)(=O)N1C[C@@H](CC1)OC=1C=NC=CC1C1=C(C2=NC=CC=C2N1)C1=C(C=CC(=C1)C)F 2-(3-{[(3R)-1-(ethenesulfonyl)pyrrolidin-3-yl]oxy}pyridin-4-yl)-3-(2-fluoro-5-methylphenyl)-1H-pyrrolo[3,2-b]pyridine